BrC1=NC=CC(=C1)C=1C(=C2C(=NC=3N(C2=CC1)C(=NN3)C)NCC(F)F)F (2-bromopyridin-4-yl)-N-(2,2-difluoroethyl)-6-fluoro-1-methyl-[1,2,4]triazolo[4,3-a]quinazolin-5-amine